Tert-Butyl N-{3-[N-(2,2,2-Trifluoroethyl)Acetamido]Propyl}Carbamate FC(CN(C(C)=O)CCCNC(OC(C)(C)C)=O)(F)F